E-caproic acid C(CCCCC)(=O)O